2-(4-(N,N-bis(4-methoxybenzyl)sulfamoyl)-3-methyl-1H-pyrazol-1-yl)-2-methylpropionic acid methyl ester COC(C(C)(C)N1N=C(C(=C1)S(N(CC1=CC=C(C=C1)OC)CC1=CC=C(C=C1)OC)(=O)=O)C)=O